diphenylbutenoic acid ethyl ester hydrochloride Cl.C(C)OC(C(=C(C)C1=CC=CC=C1)C1=CC=CC=C1)=O